butyl 7-bromo-2-morpholino-4-(pyridazin-3-ylmethoxy)-5H-pyrrolo[3,2-d]pyrimidine-5-carboxylate BrC1=CN(C2=C1N=C(N=C2OCC=2N=NC=CC2)N2CCOCC2)C(=O)OCCCC